methyl 2-((3-(tert-butyl)pyrazin-2-yl)oxy)acetate C(C)(C)(C)C=1C(=NC=CN1)OCC(=O)OC